N=1NC=C2C1OC=CC21C(NC2=CC=CC=C21)=O spiro[indoline-3,4'-pyrano[2,3-c]pyrazol]-2-one